(dibenzylthiocarbamoyldithio)hexane C(C1=CC=CC=C1)N(C(=S)SSCCCCCC)CC1=CC=CC=C1